1-ethyl-3-(3-sulfopropyl)imidazole C(C)N1CN(C=C1)CCCS(=O)(=O)O